3,6,9,12,15-pentaoxaoctacosane CCOCCOCCOCCOCCOCCCCCCCCCCCCC